(R)-N-((S)-1'-(8-((2-(trifluoromethyl)pyridin-3-yl)thio)-7-methylimidazo[1,2-c]pyrimidin-5-yl)-1,3-dihydrospiro[inden-2,4'-piperidin]-1-yl)-2-methylpropan-2-sulfinamide FC(C1=NC=CC=C1SC=1C=2N(C(=NC1C)N1CCC3(CC1)[C@@H](C1=CC=CC=C1C3)N[S@](=O)C(C)(C)C)C=CN2)(F)F